BrC1=CC(=C(C=C1C(C)C)NC(C)=O)F N-(4-bromo-2-fluoro-5-isopropylphenyl)acetamide